2-chloro-4-({4-[({3-[methyl(methylsulfonyl)amino]pyrazin-2-yl}methyl)amino]-5-(trifluoromethyl)pyrimidin-2-yl}amino)benzamide ClC1=C(C(=O)N)C=CC(=C1)NC1=NC=C(C(=N1)NCC1=NC=CN=C1N(S(=O)(=O)C)C)C(F)(F)F